NC1=C2C(=NC=N1)N(N=C2C2=CC=C(C=C2)CNC(C2=C(C=CC(=C2)F)OC)=O)C2(CC2)CN(C(=O)N2N=CN=C2)C N-((1-(4-amino-3-(4-((5-fluoro-2-methoxybenzamido)methyl)phenyl)-1H-pyrazolo[3,4-d]pyrimidin-1-yl)cyclopropyl)methyl)-N-methyl-1H-1,2,4-triazole-1-carboxamide